CN1CCN(CC1)C1=CC(=C(C=C1)CCC(=O)NNC(/C=C/C(=O)OC)=O)C(N[C@H](C)C1=CC=CC2=CC=CC=C12)=O methyl (E)-4-[2-[3-[4-(4-methylpiperazin-1-yl)-2-[[(1R)-1-(1-naphthyl)ethyl]carbamoyl]phenyl]propanoyl]hydrazino]-4-oxo-but-2-enoate